FC1=C(CN2C(C3=NC=CC=C3C2=O)([2H])[2H])C(=CC(=C1)C=1C2=CN(N=C2C(=CC1)OC1CN(C1)S(=O)(=O)C(C)C)C)F 6-(2,6-difluoro-4-(7-((1-(isopropyl-sulfonyl)azetidin-3-yl)oxy)-2-methyl-2H-indazol-4-yl)benzyl)-6,7-dihydro-5H-pyrrolo[3,4-b]pyridin-5-one-7,7-d2